COC(=O)C=1C=C(C(=CC1)C#N)C1=CC=C(C=C1)OC 6-cyano-4'-methoxy-[1,1'-biphenyl]-3-carboxylic acid methyl ester